NC1=CC2=CN(N=C2C=C1C(=O)OC)C12CC(C1)(C2)N2CCN(CC2)C(=O)OC(C)(C)C methyl 5-amino-2-(3-(4-(tert-butoxycarbonyl) piperazin-1-yl) bicyclo[1.1.1]pentan-1-yl)-2H-indazole-6-carboxylate